9-(4,4-Dimethyl-pentyloxy)-2-((S)-1-[1,4]dioxan-2-ylmethoxy)-6,7-dihydro-pyrimido[6,1-a]isoquinolin-4-one CC(CCCOC=1C=C2CCN3C(C2=CC1)=CC(=NC3=O)OC[C@H]3OCCOC3)(C)C